C(#N)C1=C(C=CC=C1)[C@H]([C@H](C)C=1N(C(C(=C(N1)C(=O)NC=1C=NOC1)O)=O)C)C=1C=NN(C1)CC(F)(F)F 2-((1S,2S)-1-(2-cyanophenyl)-1-(1-(2,2,2-trifluoroethyl)-1H-pyrazol-4-yl)propan-2-yl)-5-hydroxy-N-(isoxazol-4-yl)-1-methyl-6-oxo-1,6-dihydropyrimidine-4-carboxamide